BrC1=CC=C(C=C1)N1C(C2=CC=CC=C2CC1)C(F)F 2-(4-bromophenyl)-1-(difluoromethyl)-1,2,3,4-tetrahydroisoquinoline